C(C)(C)(C)OC(=O)N1C=C(C2=CC(=CC=C12)Br)CC(=O)OC 5-bromo-3-(2-methoxy-2-oxoethyl)-1H-indole-1-carboxylic acid tert-butyl ester